3-[3-Fluoro-4-(methanesulfonylmethyl)phenyl]-7-[(2E)-4-(morpholin-4-yl)-4-oxobut-2-en-2-yl]-1H-indole-2-carboxylic acid FC=1C=C(C=CC1CS(=O)(=O)C)C1=C(NC2=C(C=CC=C12)\C(\C)=C\C(=O)N1CCOCC1)C(=O)O